8-acetyl-3-(6-ethyl-5-(1H-pyrazol-4-yl)pyridin-2-yl)-1-(3-methoxybenzyl)-1,3,8-triazaspiro[4.5]decan-2-one C(C)(=O)N1CCC2(CN(C(N2CC2=CC(=CC=C2)OC)=O)C2=NC(=C(C=C2)C=2C=NNC2)CC)CC1